(R)-2-(3-fluoro-5-isopropyl-2-methoxyphenyl)-2-((R)-3-((3-methoxy-3-methylbutyl)(5-(5,6,7,8-tetrahydro-1,8-naphthyridin-2-yl)pentyl)amino)pyrrolidin-1-yl)acetic acid FC=1C(=C(C=C(C1)C(C)C)[C@H](C(=O)O)N1C[C@@H](CC1)N(CCCCCC1=NC=2NCCCC2C=C1)CCC(C)(C)OC)OC